FC1=C(CNC(=O)[C@H]2N(C[C@@H](C2)O)C([C@H](C(C)(C)C)NC(OC(C)(C)C)=O)=O)C=CC(=C1)C#C[Si](C)(C)C 2-Tert-butyl ((S)-1-((2S,4R)-2-((2-fluoro-4-((trimethylsilyl)ethynyl)benzyl)carbamoyl)-4-hydroxypyrrolidin-1-yl)-3,3-dimethyl-1-oxobutan-2-yl)carbamate